C(C)OC1=CC(=CC=2CC(OC21)(C)C)C=2N=C(SC2)NC(=O)C2=C(C(=NN2C)CC)Cl N-(4-(7-ethoxy-2,2-dimethyl-2,3-dihydrobenzofuran-5-yl)thiazol-2-yl)-1-methyl-3-ethyl-4-chloro-5-pyrazolecarboxamide